2-{(1r,5s,6r)-6-[ethyl-(propan-2-yl)carbamoyl]-3-azabicyclo[3.1.0]hex-3-yl}-6-azaspiro[3.4]octane-6-carboxylic acid ethyl ester C(C)OC(=O)N1CC2(CC(C2)N2C[C@H]3C([C@H]3C2)C(N(C(C)C)CC)=O)CC1